C1(=CC(=CC=C1)C[C@]1(C[C@H](CC1)NC([O-])=O)C(N(C)OC)=O)C1=CC=CC=C1 |o1:7,9| ((1S*,3R*)-3-([1,1'-biphenyl]-3-ylmethyl)-3-(methoxy(methyl)carbamoyl)cyclopentyl)carbamate